tert-butyl (R)-3-((5-chloro-2-ethoxybenzyl)amino)pyrrolidine-1-carboxylate ClC=1C=CC(=C(CN[C@H]2CN(CC2)C(=O)OC(C)(C)C)C1)OCC